[2H]C1(N(CC(C(C1([2H])[2H])C(=O)OCC)=O)CC1=CC=C(C=C1)OC)[2H] ethyl 2,2,3,3-tetradeuterio-1-[(4-methoxyphenyl)methyl]-5-oxo-piperidine-4-carboxylate